racemic-trans-methyl-2-[[6-[(6-methoxy-2-methyl-3,4-dihydro-1H-isoquinolin-7-yl)amino]pyrazolo[3,4-d]pyrimidin-1-yl]methyl]cyclopentanecarboxylic acid C[C@@]1([C@@H](CCC1)CN1N=CC=2C1=NC(=NC2)NC2=C(C=C1CCN(CC1=C2)C)OC)C(=O)O |r|